3-fluoro-4-nitrobenzoic acid FC=1C=C(C(=O)O)C=CC1[N+](=O)[O-]